OC=1C(=NC=C(C1)C1=C(C2=CC=CC=C2C=C1)C)C(=O)NCC(C(=O)O)(C)C 3-(3-hydroxy-5-(1-methylnaphthalen-2-yl)picolinamido)-2,2-dimethylpropanoic acid